3-(1-(phenylsulfonyl)-1H-indol-3-yl)oxetan-3-ol C1(=CC=CC=C1)S(=O)(=O)N1C=C(C2=CC=CC=C12)C1(COC1)O